C(C1=CC=CC=C1)N1N=C2C(N(CCC2=C1Cl)[C@@H]1C(N(C=2C(=CC=3CCN(CC3C2)C#N)OC1)C)=O)=O (S)-3-(2-benzyl-3-chloro-7-oxo-2,4,5,7-tetrahydro-6H-pyrazolo[3,4-c]pyridin-6-yl)-5-methyl-4-oxo-2,3,4,5,9,10-hexahydro-[1,4]oxazepino[2,3-g]isoquinoline-8(7H)-carbonitrile